tert-Butyl 6-(4-bromo-3-(trifluoromethoxy)phenyl)-2-azaspiro[3.4]oct-5-ene-2-carboxylate BrC1=C(C=C(C=C1)C1=CC2(CN(C2)C(=O)OC(C)(C)C)CC1)OC(F)(F)F